2-methylpentane-1,4-diol CC(CO)CC(C)O